S1C(=NC2=C1C=CC=C2)C2=CC(=C(OCCCOC1=CC3=C(C(=CC(O3)=O)C)C=C1)C=C2)OC 7-(3-(4-(benzo[d]thiazol-2-yl)-2-methoxyphenoxy)propoxy)-4-methyl-2H-benzopyran-2-one